BrC=1C=CC2=C(C(=NC(C(=N2)N)C)C2=C(C=CC=C2F)F)C1Cl 7-bromo-6-chloro-5-(2,6-difluorophenyl)-3-methyl-3H-1,4-benzodiazepin-2-amine